2-(1-benzothiophen-2-yl)quinoline S1C(=CC2=C1C=CC=C2)C2=NC1=CC=CC=C1C=C2